C(C)(C)N1CC(N(CC1)C1=CC=C(C=C1)C(C(=O)N)C)=O 4-(4-isopropyl-2-oxopiperazin-1-yl)phenylpropanamide